C(CCC)C1=CC=C(C=C1)C(C#N)=C(C1=C(C(=NN1C)C)C)O 2-(4-(n-butyl)phenyl)-3-hydroxy-3-(1,3,4-trimethyl-1H-pyrazol-5-yl)acrylonitrile